The molecule is a diarylheptanoid that is heptan-3-ol substituted by a 3,4-dihydroxyphenyl group at position 1 and a 4-hydroxyphenyl group at position 7 (the 3S-stereoisomer). It has been isolated from the rhizomes of Curcuma kwangsiensis. It has a role as a plant metabolite. It is a diarylheptanoid, a member of catechols and a secondary alcohol. C1=CC(=CC=C1CCCC[C@@H](CCC2=CC(=C(C=C2)O)O)O)O